COC1=CC=C(CN(S(=O)(=O)[C@H](C(=O)O)CCC=C)CC2=CC=C(C=C2)OC)C=C1 (S)-2-(N,N-BIS(4-METHOXYBENZYL)SULFAMOYL)HEX-5-ENOIC ACID